2-fluoro-4-isopropoxy-6-(4-((4-oxo-3,4-dihydroquinazolin-2-yl)methyl)piperazin-1-yl)benzonitrile FC1=C(C#N)C(=CC(=C1)OC(C)C)N1CCN(CC1)CC1=NC2=CC=CC=C2C(N1)=O